3-((13S,15R)-4-Fluoro-13-methyl-17-oxo-7,8,9,11,12,13,14,15,16,17-decahydro-6H-cyclopenta[a]phenanthren-15-yl)-N-(6-methylpyridazin-3-yl)propanamid FC1=CC=CC=2C3CC[C@@]4(C(C[C@H](C4C3CCC12)CCC(=O)NC=1N=NC(=CC1)C)=O)C